(1R,2S,5S)-3-(diphenylcarbamoyl)-8-(ethyl-((3-methylthiophen-2-yl)methyl)carbamoyl)-3,8-diazabicyclo[3.2.1]octane-2-carboxylic acid C1(=CC=CC=C1)N(C(=O)N1[C@@H]([C@H]2CC[C@@H](C1)N2C(N(CC=2SC=CC2C)CC)=O)C(=O)O)C2=CC=CC=C2